FC1(CC2=CC=3CCCC3C(=C2C1)NC(=O)N(S(=O)(=N)C=1C=NN2C1OC[C@H](C2)N(C(OC(C)(C)C)=O)C)C(C2=CC=CC=C2)(C2=CC=CC=C2)C2=CC=CC=C2)F tert-butyl ((6S)-3-(N-((2,2-difluoro-1,2,3,5,6,7-hexahydro-s-indacen-4-yl)carbamoyl)-N-tritylsulfamimidoyl)-6,7-dihydro-5H-pyrazolo[5,1-b][1,3]oxazin-6-yl)(methyl)carbamate